(1r,3s)-3-[1-[(4-methoxyphenyl)methyl]-6-oxo-5-(trifluoromethyl)pyridazin-4-yl]oxycyclohexanecarboxylic acid COC1=CC=C(C=C1)CN1N=CC(=C(C1=O)C(F)(F)F)O[C@@H]1C[C@@H](CCC1)C(=O)O